NC=1N=C(SC1C(C1=CC=C(C=C1)OC(F)F)=O)N(C1=C(C=C(C=C1)Cl)F)[C@H](C(=O)N)C (S)-2-(N-[4-Amino-5-[4-(difluoromethoxy)benzoyl]thiazol-2-yl]-4-chloro-2-fluoroanilino)propanamid